N(=[N+]=[N-])CCOCCOCCOCCOCCOCCNC(=O)C1=CC=C(C=C1)C=1OC2=CC=CC=C2C(C1)=O 2-(4-((17-azido-3,6,9,12,15-pentaoxaheptadecyl)carbamoyl)phenyl)-4-oxo-4H-chromene